N-(4-methylthiophenyl)o-bromobenzamide CSC1=CC=C(C=C1)NC(C1=C(C=CC=C1)Br)=O